C(C)OC(CCCCCCC\C=C/CC)=O cis-9-dodecenoic acid ethyl ester